2-(methylsulfonyl)-4-(1-(2,2,2-trifluoroethyl)-1H-pyrazol-4-yl)-5-(trifluoromethyl)pyrimidine CS(=O)(=O)C1=NC=C(C(=N1)C=1C=NN(C1)CC(F)(F)F)C(F)(F)F